COC1=CC=C(C2=CC=CC=C12)CCC1=CC=C(C=C1)Cl 1-(4-methoxynaphthalene-1-yl)-2-(4-chlorophenyl)ethane